5,10-di(4-aminophenyl)-15,20-diphenylporphyrin NC1=CC=C(C=C1)C=1C2=CC=C(N2)C(=C2C=CC(C(=C3C=CC(=C(C=4C=CC1N4)C4=CC=C(C=C4)N)N3)C3=CC=CC=C3)=N2)C2=CC=CC=C2